ammonium benzenephosphonate C1(=CC=CC=C1)P([O-])(=O)[O-].[NH4+].[NH4+]